3-((4-bromophenoxy)methyl)azetidine-1-carboxylic acid tert-butyl ester C(C)(C)(C)OC(=O)N1CC(C1)COC1=CC=C(C=C1)Br